CC[O-].[Na+] The molecule is an organic monosodium salt that has ethoxide as the counterion. It has a role as a nucleophilic reagent. It contains an ethoxide.